NC1CCN(CC1)CCC1CCN(CC1)C1=C(C=C(C=C1)NC1C(NC(CC1)=O)=O)F 3-[(4-{4-[2-(4-aminopiperidin-1-yl)ethyl]piperidin-1-yl}-3-fluorophenyl)amino]piperidine-2,6-dione